ClC1=CC=C(C=C1)C1=C(N(C=2C1=NC=CC2)CCNC2=NN=CN2)C(=O)OCC ethyl 3-(4-chlorophenyl)-1-[2-(4H-1,2,4-triazol-3-ylamino) ethyl]-1H-pyrrolo[3,2-b]pyridine-2-carboxylate